C(C)OC(=O)C1(CC(CCC1)(C)C)N 1-amino-3,3-dimethylcyclohexanecarboxylic acid ethyl ester